hydrogen fluoride Fluorine [F].F